triisononyl-amine C(CCCCCC(C)C)N(CCCCCCC(C)C)CCCCCCC(C)C